CC1=C(C(=O)N2CCC(CC2)C2=CC=C(C#N)C=C2)C=C(C(=C1)C)C1=NC2=C(C(=NC=C2)C2COC2)N1 4-(1-(2,4-dimethyl-5-(4-(oxetan-3-yl)-3H-imidazo[4,5-c]pyridin-2-yl)benzoyl)piperidin-4-yl)benzonitrile